(2E)-N-{4-[(3-methoxypyrazin-2-yl)sulfamoyl]phenyl}-3-(5-nitrothiophen-2-yl)prop-2-enamide COC=1C(=NC=CN1)NS(=O)(=O)C1=CC=C(C=C1)NC(\C=C\C=1SC(=CC1)[N+](=O)[O-])=O